methyl 2-(1-((2-(trimethylsilyl)ethoxy)methyl)-1H-benzo[d]imidazol-4-yl)acetate C[Si](CCOCN1C=NC2=C1C=CC=C2CC(=O)OC)(C)C